bis-(3-biphenylyl)amine C1(=CC(=CC=C1)NC=1C=C(C=CC1)C1=CC=CC=C1)C1=CC=CC=C1